4,5-dimethyl-1H-triazole CC=1N=NNC1C